OC1=C(C=O)C=C(C=C1OC)\C=C\C1=CC=C(C=C1)C(F)(F)F (E)-2-hydroxy-3-methoxy-5-(4-(trifluoromethyl)styryl)benzaldehyde